4,4-bis(((Z)-oct-3-en-1-yl)oxy)butyronitrile C(C\C=C/CCCC)OC(CCC#N)OCC\C=C/CCCC